FC(C=1C=C(C=C(C1)C(F)(F)F)C(C(=O)N(C)C=1C=NC(=CC1C1=C(C=C(C=C1)F)C)N1C[C@H]2COCCN2C[C@H]1CO)(C)C)(F)F 2-[3,5-bis(trifluoromethyl)phenyl]-N-{4-(4-fluoro-2-methylphenyl)-6-[(7S,9aS)-7-(hydroxymethyl)hexahydropyrazino[2,1-c][1,4]oxazin-8(1H)-yl]-3-pyridinyl}-N,2-dimethylpropionamide